6-Methyl-3-(4-(2-(((3R,4S)-3-methyl-1-((1-methyl-1H-pyrazol-3-yl)sulfonyl)piperidin-4-yl)amino)-5-(trifluoromethyl)pyrimidin-4-yl)-1H-imidazol-1-yl)picolinonitrile CC1=CC=C(C(=N1)C#N)N1C=NC(=C1)C1=NC(=NC=C1C(F)(F)F)N[C@@H]1[C@@H](CN(CC1)S(=O)(=O)C1=NN(C=C1)C)C